NC=1C=C(N(N1)C(C)(C)C)[C@@H]1C[C@@H](CC1)O (1R,3S)-3-(5-amino-2-tert-butyl-pyrazol-3-yl)cyclopentanol